tert-butyl (2s)-2-(p-tolylsulfonyloxymethyl)morpholine-4-carboxylate C1(=CC=C(C=C1)S(=O)(=O)OC[C@@H]1CN(CCO1)C(=O)OC(C)(C)C)C